[Si](C)(C)(C(C)(C)C)OC1CCN(CC1)C=1C=CC(=NC1)C(=O)NC=1SC=C(N1)C1=C(C=CC=C1)COC 5-(4-((tert-butyldimethylsilyl)oxy)piperidin-1-yl)-N-(4-(2-(methoxymethyl)phenyl)thiazol-2-yl)picolinamide